N1=NC(=CC2=C1NC1=C2CNCC1)C1=C(C=CC=C1)O 2-(6,7,8,9-tetrahydro-5H-pyrido[3',4':4,5]pyrrolo[2,3-c]pyridazin-3-yl)phenol